1-(4-(((6-(2-chloro-3-(3-chloro-2-(4-((((1r,4s)-4-hydroxycyclohexyl)amino)methyl)-3-methoxyphenyl)pyridin-4-yl)phenyl)-2-methoxypyridin-3-yl)methyl)amino)piperidin-1-yl)ethan-1-one ClC1=C(C=CC=C1C1=C(C(=NC=C1)C1=CC(=C(C=C1)CNC1CCC(CC1)O)OC)Cl)C1=CC=C(C(=N1)OC)CNC1CCN(CC1)C(C)=O